FC1=CC(=C(C=C1)N1CN(C(C2=C1C=NC=C2)=O)C2=C(NC(C=C2)=O)C)C 1-(4-Fluoro-2-methylphenyl)-3-(2-methyl-6-oxo-1,6-dihydropyridin-3-yl)-2,3-dihydropyrido[3,4-d]pyrimidin-4(1H)-one